C[C@@H]1N(C[C@H](NC1)C)C=1SC=2C(=NC=C(C2)C(F)(F)F)N1 (2S,5R)-2,5-dimethyl-1-[6-(trifluoromethyl)-[1,3]thiazolo[4,5-b]pyridin-2-yl]piperazine